C(=O)(O)OC(=O)O.C=C methylenemethane dicarbonate